2-(2-trimethylsilylethoxycarbonylamino)propanoic acid C[Si](CCOC(=O)NC(C(=O)O)C)(C)C